(4aS,8aR)-5,5,8a-trimethyloctahydronaphthalen-2(1H)-one CC1([C@@H]2CCC(C[C@]2(CCC1)C)=O)C